17-amino-3,6,9,12,15-pentaoxaheptadecanoic acid NCCOCCOCCOCCOCCOCC(=O)O